β-hydroxy-histidine OC([C@H](N)C(=O)O)C1=CNC=N1